1-(3-chloro-2-fluorobenzyl)-4-((5-fluoro-6-(1-hydroxycyclopropyl)-2-((5-methyl-1H-pyrazol-3-yl)-amino)pyrimidin-4-yl)methyl)-piperidine-4-carboxylic acid ClC=1C(=C(CN2CCC(CC2)(C(=O)O)CC2=NC(=NC(=C2F)C2(CC2)O)NC2=NNC(=C2)C)C=CC1)F